C(CC)SCC1CN(C1)C(=O)OCCCC Butyl 3-(propylsulfanylmethyl)azetidine-1-carboxylate